2,2-difluoro-3-(4-fluorophenyl)propanamide (E)-but-2-ene-1,4-diyl-diacetate C(\C=C\CCC(=O)O)CC(=O)O.FC(C(=O)N)(CC1=CC=C(C=C1)F)F